CC(C(=O)NCCOC(NCC1=CC=C(C=C1)CN1C(=NC=2C(=NC=3C=CC=CC3C21)N)C2=CC=NC=C2)=O)=C 4-((4-amino-2-(pyridin-4-yl)-1H-imidazo[4,5-c]Quinolin-1-yl)methyl)benzylcarbamic acid 2-methylacrylamidoethyl ester